Ethyl 3-methyl-4-(pyridin-4-yl)-1H-pyrrole-2-carboxylate CC1=C(NC=C1C1=CC=NC=C1)C(=O)OCC